C1=NC=C(C2=CC=CC=C12)N1CC=2N=C(N=C(C2CC1)N1CCN(CC1)C(=O)[O-])OC[C@H]1N(CCC1)C 4-[7-(4-isoquinolyl)-2-[[(2S)-1-methyl pyrrolidin-2-yl]methoxy]-6,8-dihydro-5H-pyrido[3,4-d]pyrimidin-4-yl]piperazine-1-carboxylate